CC=1C(=NC=C(C1)C1=NOC(C1)(C(F)(F)F)C1=CC(=C(C(=C1)Cl)Cl)Cl)C#N 3-methyl-5-(5-(3,4,5-trichlorophenyl)-5-(trifluoromethyl)-4,5-dihydro-isoxazol-3-yl)pyridinecarbonitrile